[N+](=O)([O-])C1=C(COS(=O)(=O)C2=CC=C(C)C=C2)C=CC(=C1)[N+](=O)[O-] p-toluenesulfonic acid-2,4-dinitrobenzyl ester